(1-methylcyclopropyl)-5,6,7,8-tetrahydropyrazolo[5',1':3,4][1,4]diazocino[1,2-a]indole-14-carbonitrile CC1(CC1)C=1C=NN2C1C=1N(C=3C=CC=CC3C1C#N)CCCC2